BrC1=C(C=C(C=C1)S(=O)(=O)NC(OC(C)(C)C)=O)F tert-butyl N-(4-bromo-3-fluorobenzenesulfonyl)carbamate